C(C1=CC=CC=C1)OC1=C(C[C@H](N)C(=O)O)C=CC(=C1)O o-benzyloxytyrosine